O[C@@H]1[C@H](CNC1)NC(=O)C=1C=C(C=CC1)C1=C(N(C=C1)S(N)(=O)=O)C(=O)O 3-[3-[[(3S,4S)-4-Hydroxypyrrolidin-3-yl]carbamoyl]phenyl]-1-sulfamoyl-pyrrole-2-carboxylic acid